ClC1=CC(=C(OC2=CC=C(C=C2)NNC(=O)C=2C(=NN(C2)C)C(F)F)C=C1)C N'-(4-(4-chloro-2-methylphenoxy)phenyl)-3-(difluoromethyl)-1-methyl-1H-pyrazole-4-carbohydrazide